4-(4-methylpent-3-en-1-yl)cyclohex-3-ene CC(=CCCC1=CCCCC1)C